CN1CN(C2=NC(=NC=C12)NC1=CC=2C(=NSN2)C=C1C)C1=CC=CC=C1 7-methyl-2-((6-methylbenzo[c][1,2,5]thiadiazol-5-yl)amino)-9-phenyl-7,9-dihydro-8H-purin